N-(5-(1-isopropylazetidine-3-carboxamido)-2-methylphenyl)-6-(1-methyl-1H-pyrazol-4-yl)pyrazolo[1,5-a]pyrazine-3-carboxamide C(C)(C)N1CC(C1)C(=O)NC=1C=CC(=C(C1)NC(=O)C=1C=NN2C1C=NC(=C2)C=2C=NN(C2)C)C